5-((tert-butoxycarbonyl)amino)-1,3-dimethyl-2-oxoindoline-3,6-dicarboxylic acid dimethyl ester COC(=O)C1(C(N(C2=CC(=C(C=C12)NC(=O)OC(C)(C)C)C(=O)OC)C)=O)C